8-Methoxy-3-[4-(2,2,2-trifluoroethoxy)-1,3-thiazol-2-yl]-2-(trifluoromethyl)-4H-pyrido[1,2-a]pyrimidin-4-one COC1=CC=2N(C(C(=C(N2)C(F)(F)F)C=2SC=C(N2)OCC(F)(F)F)=O)C=C1